di((Z)-octadec-9-en-1-yl) 2,3-bis(((4-(dimethylamino)butyl)carbamoyl)oxy)-succinate CN(CCCCNC(=O)OC(C(=O)OCCCCCCCC\C=C/CCCCCCCC)C(C(=O)OCCCCCCCC\C=C/CCCCCCCC)OC(NCCCCN(C)C)=O)C